(4aS,5aR)-5,5-difluoro-5a-methyl-N-{1-[(1rs,4rs)-4-formylcyclohexyl]pyrazol-4-yl}-1H,4H,4aH,6H-cyclopropa[f]indazole-3-carboxamide FC1([C@H]2CC=3C(=NNC3C[C@]21C)C(=O)NC=2C=NN(C2)C2CCC(CC2)C=O)F